4-(4-fluoro-1-quinoxalin-2-yl-piperidine-4-carbonyl)-3,5-dihydro-2H-pyrido[3,4-f][1,4]oxazepine-9-carbonitrile FC1(CCN(CC1)C1=NC2=CC=CC=C2N=C1)C(=O)N1CCOC2=C(C1)C=NC=C2C#N